ClC1=CC(=C(NC=2C(=C(C=NC2)C(C#N)C2=NC(=NC=C2)Cl)C)C=C1)F 2-[5-(4-chloro-2-fluoro-anilino)-4-methyl-3-pyridyl]-2-(2-chloropyrimidin-4-yl)acetonitrile